C[Si]1(O[Si](O[Si](O[Si](O1)(OC(C=C)=O)C)(OC(C=C)=O)C)(OC(C=C)=O)C)OC(C=C)=O tetramethyltetraacryloxycyclotetrasiloxane